ClC(CCO)C(CC)Cl 3,4-dichlorohexanol